4-nonylphenyl ether C(CCCCCCCC)C1=CC=C(C=C1)OC1=CC=C(C=C1)CCCCCCCCC